C(C)OP(=O)(OCC)C(C)(C)C=1C=CC2=C(C=C(S2)C(=O)OCC2=CC=CC=C2)C1 benzyl 5-[2-(diethoxyphosphoryl)propan-2-yl]-1-benzothiophene-2-carboxylate